NC1=NC=CC=C1C1=NC=2C(=NC(=CC2)C=2C=NN(C2)C(F)F)N1C1=CC=C(CN2CCC(CC2)NC2=NC(=NC=C2)C#N)C=C1 4-((1-(4-(2-(2-aminopyridin-3-yl)-5-(1-(difluoromethyl)-1H-pyrazol-4-yl)-3H-imidazo[4,5-b]pyridin-3-yl)benzyl)piperidin-4-yl)amino)pyrimidine-2-carbonitrile